[4-[(1S)-1-aminoethyl]phenyl]methanol (S)-ethyl-2-(N-benzyl-2-((tert-butoxycarbonyl)amino)-3-isopropoxypropanamido)acetate C(C)[C@@H](C(=O)OCC1=CC=C(C=C1)[C@H](C)N)N(C(C(COC(C)C)NC(=O)OC(C)(C)C)=O)CC1=CC=CC=C1